5-[4-(3,3-difluoro-4,4-dimethyl-pyrrolidin-1-yl)-7-iodo-pyrazolo[1,5-a]pyrazin-2-yl]-1H-pyrimidine-2,4-dione FC1(CN(CC1(C)C)C=1C=2N(C(=CN1)I)N=C(C2)C=2C(NC(NC2)=O)=O)F